COC1=NC=C(C=N1)C=1C=C2C=CC(=NC2=CC1)N1CCCCC1 1-(6-(2-Methoxypyrimidin-5-yl)chinolin-2-yl)piperidin